ClC1=C(C=C(C=C1)NC(=O)NC1=CC(=CC=C1)F)[N+](=O)[O-] 1-(4-chloro-3-nitrophenyl)-3-(3-fluorophenyl)urea